(4aR,8aS)-6-[3-[4-[(3-fluoro-4-pyridinyl)oxy]phenyl]azetidine-1-carbonyl]-4,4a,5,7,8,8a-hexahydropyrido[4,3-b][1,4]oxazin-3-one FC=1C=NC=CC1OC1=CC=C(C=C1)C1CN(C1)C(=O)N1C[C@@H]2[C@@H](OCC(N2)=O)CC1